C(N1C(C=CC1=O)=O)N1C(C=CC1=O)=O N,N'-methylenedimaleimide